2,5-dichloro-nicotinonitrile ClC1=C(C#N)C=C(C=N1)Cl